C1(=CC=CC=C1)N(C=1C=C(C(=CC1)C1=CC=C(C=C1)C1=CC=CC2=CC=CC=C12)C1=CC=CC=C1)C1=CC=C(C=C1)C=1C2=CC=CC=C2C=2C=CC=CC2C1 phenyl-(4-phenanthren-9-yl-phenyl)-(4-naphthalen-1-yl-[1,1':2',1'']terphenyl-4'-yl)-amine